C(N)(=O)C=1C=C(C=CC1F)NC(=O)[C@@H]1O[C@@]([C@H]([C@@H]1C1=C(C(=C(C=C1)F)F)OC)C)(C(F)(F)F)C (2R,3R,4S,5S)-N-(3-Carbamoyl-4-fluoro-phenyl)-3-(3,4-Difluoro-2-methoxy-phenyl)-4,5-dimethyl-5-(trifluoromethyl)tetrahydrofuran-2-carboxamid